(R)-4-chloro-5-(3-((4-(1-(piperidin-4-yl)-1H-pyrazol-4-yl)pyridin-2-yl)oxy)pyrrolidin-1-yl)pyridazin-3(2H)-one ClC=1C(NN=CC1N1C[C@@H](CC1)OC1=NC=CC(=C1)C=1C=NN(C1)C1CCNCC1)=O